2,3-dibromohydroquinone BrC1=C(O)C=CC(=C1Br)O